C1(=C(C=CC=C1)N1CC(C1)OC1=CC=C(C=C1)NC(CC=1C=NC=CC1)=O)C1=CC=CC=C1 N-(4-((1-([1,1'-biphenyl]-2-yl)azetidin-3-yl)oxy)phenyl)-2-(pyridin-3-yl)acetamide